7-methoxy-2-methylquinolin COC1=CC=C2C=CC(=NC2=C1)C